5-amino-2-chloro-4-((2-methoxycyclopentyl)oxy)benzonitrile NC=1C(=CC(=C(C#N)C1)Cl)OC1C(CCC1)OC